ClC=1C=C(C=C(C1)S(=O)(=O)C)NC1=NC(=NC(=N1)NC(C)C)C1=NC(=CC=C1)C(F)(F)F (3-Chloro-5-methanesulfonyl-phenyl)-N'-isopropyl-6-(6-trifluoromethyl-pyridin-2-yl)-[1,3,5]triazine-2,4-diamine